2-benzyl-2,7-diazaspiro[4.4]Nonane-1,3-dione C(C1=CC=CC=C1)N1C(C2(CC1=O)CNCC2)=O